C(C1=CC=CC=C1)(C1=CC=CC=C1)N1CCN(CC1)CC=CC1=CC=CC=C1 1-benzhydryl-4-(3-phenyl-2-propenyl)piperazine